acetyl-thiocholine chloride [Cl-].C(C)(=O)SCC[N+](C)(C)C